[Fe-3](C#N)(C#N)(C#N)(C#N)(C#N)C#N.[Cu+2].[Mn+2] manganese copper ferricyanide